C1(CCCCC1)CC(=O)[O-] cyclohexane-acetate